methyl-(2-((4S)-4-methyl-2-methylenecyclohexyl)propan-2-yl)sulfane CSC(C)(C)C1C(C[C@H](CC1)C)=C